1,3-butanediamine C(CC(C)N)N